tert-butyl 4-(7-benzyl-3-cyano-2-((methylsulfonyl)oxy)-5,6,7,8-tetrahydro-1,7-naphthyridin-4-yl)piperazine-1-carboxylate C(C1=CC=CC=C1)N1CCC=2C(=C(C(=NC2C1)OS(=O)(=O)C)C#N)N1CCN(CC1)C(=O)OC(C)(C)C